(+-)-6-heptyl-1,4-diazaspiro[4.4]nonan-2-one C(CCCCCC)C1C2(NCC(N2)=O)CCC1